3-chloro-1-(3-chloropyridin-2-yl)-1H-pyrazole-5-carboxylic acid chloride ClC1=NN(C(=C1)C(=O)Cl)C1=NC=CC=C1Cl